CC=1C=C(C=CC1OCC=C)B(O)O [3-METHYL-4-(PROP-2-EN-1-YLOXY)PHENYL]BORANEDIOL